O1CCC12CN(C2)S(=O)(=O)N2C[C@H](CCC2)C(=O)N2[C@H](CCC2)C(=O)NCC2=CC=C(C=C2)C(F)(F)F 1-(((3S)-1-(1-oxa-6-azaspiro[3.3]hept-6-ylsulfonyl)-3-piperidinyl)carbonyl)-N-(4-(trifluoromethyl)benzyl)-D-prolinamide